C(C)(C)(C)OC(=O)N1C[C@@H](N(CC1)C=1C2=C(N=CN1)N(C=C2N2[C@H](CCC2)C)C2=CC(=CC=C2)Cl)C (S)-4-(7-(3-chlorophenyl)-5-((S)-2-methylpyrrolidin-1-yl)-7H-pyrrolo[2,3-d]pyrimidin-4-yl)-3-methylpiperazine-1-carboxylic acid tert-butyl ester